(2S,4R)-N-[3-(benzenesulfonyl)cyclobutyl]-1-[(2S)-2-(4-cyclopropyltriazol-1-yl)-3,3-dimethyl-butanoyl]-4-hydroxy-pyrrolidine-2-carboxamide C1(=CC=CC=C1)S(=O)(=O)C1CC(C1)NC(=O)[C@H]1N(C[C@@H](C1)O)C([C@H](C(C)(C)C)N1N=NC(=C1)C1CC1)=O